N-[(1S)-2-[[(1S)-2-amino-2-oxo-1-[[(3S)-2-oxo-3-piperidyl]methyl]ethyl]amino]-1-[(2,2-difluorocyclopropyl)methyl]-2-oxo-ethyl]-4-methoxy-1H-indole-2-carboxamide NC([C@H](C[C@H]1C(NCCC1)=O)NC([C@H](CC1C(C1)(F)F)NC(=O)C=1NC2=CC=CC(=C2C1)OC)=O)=O